3-(trifluoromethyl)-5-(trifluoromethyl-sulfonyl)benzoic acid FC(C=1C=C(C(=O)O)C=C(C1)S(=O)(=O)C(F)(F)F)(F)F